methyl 6-fluoro-2-oxo-7-(prop-1-en-2-yl)-1,2-dihydroquinoline-3-carboxylate FC=1C=C2C=C(C(NC2=CC1C(=C)C)=O)C(=O)OC